Imino(methyl)(4-(4-(1-(2-methylbenzo[d]thiazol-5-yl)ethyl)piperazin-1-yl)phenyl)-λ6-sulfanone N=S(=O)(C1=CC=C(C=C1)N1CCN(CC1)C(C)C=1C=CC2=C(N=C(S2)C)C1)C